C(C1=CC=CC=C1)(=O)N1CCC2(C=NN(C2=O)CC2=CC(=CC(=C2)F)F)CC1 8-benzoyl-2-(3,5-difluorobenzyl)-2,3,8-triazaspiro[4.5]dec-3-en-1-one